C(C)OC(=O)C=1C(=NN2C1C=C(C=C2)NC(=O)OC(C)(C)C)CC 5-((Boc)amino)-2-ethylpyrazolo[1,5-a]pyridine-3-carboxylic acid ethyl ester